ClC1=NC=NC=2C=CC3=C(C12)C=CC=C3 1-chlorobenzo[f]Quinazoline